2-methoxy-4-(pentafluorosulfanyl)aniline COC1=C(N)C=CC(=C1)S(F)(F)(F)(F)F